FC(CN1C=C(C=CC1=O)C(=O)N1C(CN(CC1)[C@H](C(=O)NC1=NC=C(C=C1)OC1=CC=C(C=C1)F)C)(C)C)F (S)-2-(4-(1-(2,2-difluoroethyl)-6-oxo-1,6-dihydropyridine-3-carbonyl)-3,3-dimethylpiperazin-1-yl)-N-(5-(4-fluorophenoxy)pyridin-2-yl)propanamide